C(=O)=C(C(=O)O)CCP(=O)CO 2-carbonyl-4-(hydroxymethylphosphinyl)butyric acid